C(C)(C)(C)OC(=O)N[C@H]1C[C@H](CCC1)C1=NN=C2N1C=CC(=C2)C(=O)OCC ethyl 3-[(1S,3R)-3-(tert-butoxy carbonylamino) cyclohexyl]-[1,2,4]triazolo[4,3-a]pyridine-7-carboxylate